4,4'-(9H-fluoren-9-ylidene)bis[(2-propenyl)phenol] C1=CC=CC=2C3=CC=CC=C3C(C12)(C1=CC(=C(C=C1)O)CC=C)C1=CC(=C(C=C1)O)CC=C